FC(CO)(F)C=1C(=C(C=CC1)[C@@H](C)NC1=NC(=NC2=C3C(=C(C=C12)C=1CCN(CC1)C(C)=O)OCCN3)C)F (R)-1-(4-(4-((1-(3-(1,1-difluoro-2-hydroxyethyl)-2-fluorophenyl)ethyl)amino)-2-methyl-9,10-dihydro-8H-[1,4]oxazino[2,3-H]quinazolin-6-yl)-3,6-dihydropyridin-1(2H)-yl)ethan-1-one